N-[5-(7-fluoro-1H-benzimidazol-2-yl)-1-[(4-methoxyphenyl)methyl]-pyrazol-3-yl]-6-(4-hydroxy-1-piperidyl)pyridine-3-carboxamide FC1=CC=CC2=C1NC(=N2)C2=CC(=NN2CC2=CC=C(C=C2)OC)NC(=O)C=2C=NC(=CC2)N2CCC(CC2)O